((9H-pyrido[3,4-b]indol-9-yl)methoxy)-N-(2-aminophenyl)benzamide C1=NC=CC2=C1N(C1=CC=CC=C21)COC2=C(C(=O)NC1=C(C=CC=C1)N)C=CC=C2